CC=1C=C(C(=O)OC2=CC=CC=C2)C=CC1 phenyl 3-methylbenzoate